1-(2H-naphthaleno[1,8-bc]furan-5-yl)-5-trifluoromethyl-N-(2-trifluoromethyl-pyridin-4-yl)-1H-pyrazole-4-carboxamide O1C=2C3=C(C1)C=CC(=C3C=CC2)N2N=CC(=C2C(F)(F)F)C(=O)NC2=CC(=NC=C2)C(F)(F)F